FC(C1(CC(=NO1)C1=C2C(=C(N=C1)CNC(C)=O)OC=C2)C2=CC(=CC=C2)C(F)(F)F)(F)F N-[[4-[4,5-dihydro-5-(trifluoromethyl)-5-[3-(trifluoromethyl)phenyl]-3-isoxazolyl]furo[2,3-c]pyridin-7-yl]methyl]acetamid